8-methyl-3-(3-oxo-3-(4-(4-(piperidin-1-ylsulfonyl)phenyl)piperazin-1-yl)propyl)-3,5-dihydro-4H-pyrimido[5,4-b]indol-4-one CC1=CC=2C3=C(NC2C=C1)C(N(C=N3)CCC(N3CCN(CC3)C3=CC=C(C=C3)S(=O)(=O)N3CCCCC3)=O)=O